Aminoethylaminoisopropylmethyldimethoxysilan NCCNCO[Si](OC)(C)C(C)C